ClC1=C(C=C2C(=C(N(C2=C1F)C)C1=NNC(=N1)[C@H](COC)N(C)C)C=1C=NNC1)OC (R)-1-(3-(6-chloro-7-fluoro-5-methoxy-1-methyl-3-(1H-pyrazol-4-yl)-1H-indol-2-yl)-1H-1,2,4-triazol-5-yl)-2-methoxy-N,N-dimethylethan-1-amine